ClC1=NC=C(C(=C1)N1C(C=C(C=C1C)OCC1=NC=C(C=C1F)F)=O)C 2'-Chloro-4-((3,5-difluoropyridin-2-yl)methoxy)-5',6-dimethyl-2H-[1,4'-bipyridin]-2-one